C(C(=C)C)(=O)OCCCCCCOC(C(=C)C)=O Hexylene Glycol Dimethacrylate